2-chloro-4-(1-fluoroethyl)-phenylbutyric acid ClC1=C(C=CC(=C1)C(C)F)C(C(=O)O)CC